N1(CCCCCC1)C=1N=C(C2=C(C=NNC2=O)N1)NC1=CC=C(C=C1)C1CCC(CC1)CC(=O)O 2-(4-(4-((2-(azepan-1-yl)-5-oxo-5,6-dihydropyrimido[4,5-d]pyridazin-4-yl)amino)phenyl)cyclohexyl)acetic acid